[N-](S(=O)(=O)C(F)(F)F)S(=O)(=O)C(F)(F)F.C(CCC[N+]1=CN(C=C1)C=C)[N+]1=CN(C=C1)C=C.[N-](S(=O)(=O)C(F)(F)F)S(=O)(=O)C(F)(F)F 3,3'-(butane-1,4-diyl)bis(1-vinyl-3-imidazolium)-bis(trifluoromethanesulfonyl)imide